C(C)(C)(C)OC(=O)C1C(CCC1)(C(=O)[O-])NNC(=O)OC(C)(C)C (tert-butoxycarbonyl)[((tert-butoxycarbonyl)amino)amino]cyclopentane-1-carboxylate